CP(O)(O)=O.C(C1=CC=CC=C1)OCN1C=NC=C1 3-((benzyloxy)methyl)imidazole methyl-phosphonate